COC1=NC=C(C=C1)C=1C=CC=2N(C(C(=CN2)NC2=NN(C=C2)C)=O)C1 2-Methoxy-5-(3-((1-methyl-1H-pyrazol-3-yl)amino)-4-oxo-4H-pyrido[1,2-a]pyrimidin-7-yl)pyridin